N-(4-(5-methyl-1,2,4-oxadiazol-3-yl)benzyl)-5-(trifluoromethyl)pyrazin-2-amine CC1=NC(=NO1)C1=CC=C(CNC2=NC=C(N=C2)C(F)(F)F)C=C1